androstan-3beta,17beta-diol C[C@@]12[C@H](CC[C@H]1[C@@H]1CCC3C[C@H](CC[C@]3(C)[C@H]1CC2)O)O